C1(CCC1)CN1CC2(C1)CC(C2)N2CCC(CC2)C=2C=C(C1=C(N(C(=N1)C1=CC=C(C=C1)S(=O)(=O)C)C)C2)C 6-(1-(2-(Cyclobutylmethyl)-2-azaspiro[3.3]heptan-6-yl)piperidin-4-yl)-1,4-dimethyl-2-(4-(methylsulfonyl)phenyl)-1H-benzo[d]imidazol